C(CCCCC=C)C1C2C=CC(C1)C2 5-(6-Heptenyl)-2-norbornene